C(C)(C)(C)OC(=O)N1C[C@@H](NC[C@H]1C)C(=O)OC methyl (3R,6R)-1-N-tert-butoxycarbonyl-6-methylpiperazine-3-carboxylate